NCC#CC1=CC=C(O1)C(=O)NC1=CC(=NC=C1)NC(C[C@H]1C=2N(C3=C(C(=N1)C1=CC=C(C=C1)Cl)C(=C(S3)C)C)C(=NN2)C)=O (S)-5-(3-aminoprop-1-yn-1-yl)-N-(2-(2-(4-(4-chlorophenyl)-2,3,9-trimethyl-6H-thieno[3,2-f][1,2,4]triazolo[4,3-a][1,4]diazepin-6-yl)acetamido)pyridin-4-yl)furan-2-carboxamide